CN(C)C(=O)C1=CC=CC(=C1)CBr 3-(bromomethyl)-N,N-dimethylbenzamide